(methylthio)-4-(3-phenoxyphenyl)-6-(trifluoromethyl)pyrimidine CSC1=NC(=CC(=N1)C1=CC(=CC=C1)OC1=CC=CC=C1)C(F)(F)F